3-(3-bromo-2-methylphenyl)quinazoline-2,4(1H,3H)-dione BrC=1C(=C(C=CC1)N1C(NC2=CC=CC=C2C1=O)=O)C